C(C)OC(=O)C1=C(N=NN1C1=CC=C(C=C1)I)C 1-(4-iodophenyl)-4-methyl-1H-1,2,3-triazole-5-carboxylic acid ethyl ester